NC1=NC=2C=C(C(=CC2C2=C1COC2)C(=O)N(C)[C@@H]2COC1=C2C=CC(=C1)Cl)F 4-amino-N-((3S)-6-chloro-2,3-dihydro-1-benzofuran-3-yl)-7-fluoro-N-methyl-1,3-dihydrofuro[3,4-c]quinoline-8-carboxamide